7-ethoxy-8-(naphthalen-1-ylmethyl)-6-oxo-2-propyl-9-(3-(trifluoromethyl)phenyl)-3,4-dihydro-2H,6H-pyrido[1,2-e][1,2,5]thiadiazine-4-carboxylic acid 1,1-dioxide C(C)OC1=C(C(=C2N(C(CN(S2(=O)=O)CCC)C(=O)O)C1=O)C1=CC(=CC=C1)C(F)(F)F)CC1=CC=CC2=CC=CC=C12